NC=1C=C(C(=NO)N)C=CC1C 3-amino-N'-hydroxy-4-methyl-benzamidine